1-bromo-7-chloro-2-naphthaldehyde BrC1=C(C=CC2=CC=C(C=C12)Cl)C=O